5-(3-(carboxymethyl)-2,5-dihydroxybenzoylamino)isophthalic acid C(=O)(O)CC=1C(=C(C(=O)NC=2C=C(C=C(C(=O)O)C2)C(=O)O)C=C(C1)O)O